(R)-1-(4-aminobenzoyl)-N-(4-(3-(2,6-dimethylpyridin-4-yl)phenyl)thiazol-2-yl)azetidine-2-carboxamide hydrochloride Cl.NC1=CC=C(C(=O)N2[C@H](CC2)C(=O)NC=2SC=C(N2)C2=CC(=CC=C2)C2=CC(=NC(=C2)C)C)C=C1